1-ethyl-1-methyl-2-propene C(C)C(C=C)C